tert-butyl (2-(5,6-dihydroimidazo[1,5-a]pyrazin-7(8H)-yl)-2-oxoethyl)carbamate C=1N=CN2C1CN(CC2)C(CNC(OC(C)(C)C)=O)=O